2-N,N-dimethyl-4,5,6,7,8,9-hexahydropyrazolo[1,5-a][1,4]diazocine-2-carboxamide CN(C(=O)C1=NN2C(CNCCCC2)=C1)C